2-(4-methyl-6-(trifluoromethyl)pyridin-3-yl)-6-morpholino-2,5-dihydro-4H-pyrazolo[3,4-d]pyrimidine CC1=C(C=NC(=C1)C(F)(F)F)N1N=C2N=C(NCC2=C1)N1CCOCC1